NC1=NC=CC(=C1)C=1OC=C(N1)C(=O)NC=1C(=CC2=C(CC(O2)(C)C)C1)C1=C(C=C(C=C1)Cl)F 2-(2-Aminopyridin-4-yl)-N-(6-(4-chloro-2-fluorophenyl)-2,2-dimethyl-2,3-dihydrobenzofuran-5-yl)oxazole-4-carboxamide